3-(3,5-dimethylisoxazol-4-yl)-7,8-dihydro-1,6-naphthyridin CC1=NOC(=C1C=1C=NC=2CCN=CC2C1)C